1,1-Bis[3-(5-cyclohexyl-4-hydroxy-2-methylbenzyl)-5-cyclohexyl-4-hydroxyphenyl]cyclohexane C1(CCCCC1)C=1C(=CC(=C(CC=2C=C(C=C(C2O)C2CCCCC2)C2(CCCCC2)C2=CC(=C(C(=C2)C2CCCCC2)O)CC2=C(C=C(C(=C2)C2CCCCC2)O)C)C1)C)O